FC1=CC=C(C(=C1C([C@@H](C=1OC(NN1)=O)NS(=O)(=O)N1CCC(CC1)OC(F)(F)F)C)C)C N-((1S)-2-(6-fluoro-2,3-dimethylphenyl)-1-(5-oxo-4,5-dihydro-1,3,4-oxadiazol-2-yl)propyl)-4-(trifluoro-methoxy)piperidine-1-sulfonamide